N(N)=C1C=CC(=CN1)C#N 6-hydrazono-1,6-dihydropyridine-3-carbonitrile